FC1=C(C(=O)N[C@H](C(=O)O)CC2=C3C=CC=NC3=C(C=C2)C=2C(N(C=CC2OC)C)=O)C(=CC=C1)F (S)-2-(2,6-difluorobenzoylamino)-3-(8-(4-methoxy-1-methyl-2-oxo-1,2-dihydropyridin-3-yl)quinolin-5-yl)propionic acid